(1R,2R)-N-(6-((S)-1-cyanospiro[2.2]pentan-1-yl)isoquinolin-3-yl)-2-(2-hydroxypropan-2-yl)cyclopropane-1-carboxamide C(#N)[C@]1(CC12CC2)C=2C=C1C=C(N=CC1=CC2)NC(=O)[C@H]2[C@@H](C2)C(C)(C)O